2-(4-chlorophenyl)-6,7,8,9-tetrahydro-4H-furo[2,3-d]pyrido[1,2-a]pyrimidin-4-one ClC1=CC=C(C=C1)C1=CC2=C(N=C3N(C2=O)CCCC3)O1